4-cyclohexyl-cyclohexanoic acid C1(CCCCC1)C1CCC(CC1)C(=O)O